5,10,15,20-tetraPhenyl-21H,23H-porphyrin cobalt(II) [Co+2].C1(=CC=CC=C1)C=1C2=CC=C(N2)C(=C2C=CC(C(=C3C=CC(=C(C=4C=CC1N4)C4=CC=CC=C4)N3)C3=CC=CC=C3)=N2)C2=CC=CC=C2